rac-bis(2-indenyl)-zirconium dichloride [Cl-].[Cl-].C1C(=CC2=CC=CC=C12)[Zr+2]C=1CC2=CC=CC=C2C1